NC(C(C(=O)O)=O)CC aminoketovaleric acid